6-bromo-3-(2-chloro-5-fluorophenyl)-2-(4-methoxybenzyl)-5-methyl-4-nitroisoindolin-1-one BrC1=C(C(=C2C(N(C(C2=C1)=O)CC1=CC=C(C=C1)OC)C1=C(C=CC(=C1)F)Cl)[N+](=O)[O-])C